CNC=1N=CC(=C2C=C(N=CC12)NC(=O)C1CC1)C=1OC2=C(N1)C=C(C=C2)OC2COC2 N-(8-(methylamino)-5-(5-(oxetan-3-yloxy)benzo[d]oxazol-2-yl)-2,7-naphthyridin-3-yl)cyclopropanecarboxamide